2,4,5-triphenylimidazoline hydrochloride Cl.C1(=CC=CC=C1)C=1NC(C(N1)C1=CC=CC=C1)C1=CC=CC=C1